CN1C=NC(=C1)C1=CC=2C=NC(=CC2N1)NC(=O)C1CC1 N-(2-(1-methyl-1H-imidazol-4-yl)-1H-pyrrolo[3,2-c]pyridin-6-yl)cyclopropanecarboxamide